(E)-3-(3-cyclopropyl-1,2,4-oxadiazol-5-yl)prop-2-enoic acid C1(CC1)C1=NOC(=N1)/C=C/C(=O)O